BrC=1C(=NC=NC1)C(=O)OC Methyl 5-bromopyrimidine-4-carboxylate